ethoxy-2-methyl-imino-2-methyl-phenyl-methyl-formamidine C(C)OCC(=NC1C(C=CC=C1)(C)C)N=N